Br[C@H](C(=O)OC)C methyl (S)-(-)-2-bromopropionate